1-((3-methyl-1H-pyrazolo[3,4-b]pyridin-5-yl)methyl)indoline-6-carboxamide CC1=NNC2=NC=C(C=C21)CN2CCC1=CC=C(C=C21)C(=O)N